N1CC(CC1)CS(=O)(=O)OC(=O)OC(C)(C)C 1-(tert-butoxycarbonyl) pyrrolidin-3-ylmethylsulfonate